FC1=CC=C(C=C1)C1=NN2C(CN(CC2)C)=C1C1=CC(=NC=C1)NC(CN1CCCC1)=O N-(4-(2-(4-fluorophenyl)-5-methyl-4,5,6,7-tetrahydropyrazolo[1,5-a]pyrazin-3-yl)pyridin-2-yl)-2-(pyrrolidin-1-yl)acetamide